2-(3-fluoro-2-methoxy-5-(trifluoromethyl)phenyl)-2-((R)-3-((5-(4-methoxy-5,6,7,8-tetrahydro-1,8-naphthyridin-2-yl)pentyl)oxy)pyrrolidin-1-yl)acetic acid FC=1C(=C(C=C(C1)C(F)(F)F)C(C(=O)O)N1C[C@@H](CC1)OCCCCCC1=NC=2NCCCC2C(=C1)OC)OC